C(C)OC(=O)C1=CC2=C(C(N(C=C2C2=CC(N(C=C2C2=CC=CC=C2)C)=O)C)=O)N1S(=O)(=O)C1=CC=C(C)C=C1 6-methyl-4-(1-methyl-2-oxo-5-phenyl-1,2-dihydropyridin-4-yl)-7-oxo-1-tosyl-6,7-dihydro-1H-pyrrolo[2,3-c]pyridine-2-carboxylic acid ethyl ester